1-(4-((4-((5-chloro-4-(5-(cyclopropylmethyl)-1-methyl-1H-pyrazol-4-yl)pyrimidin-2-yl)amino)piperidin-1-yl)methyl)phenyl)dihydropyrimidine-2,4(1H,3H)-dione ClC=1C(=NC(=NC1)NC1CCN(CC1)CC1=CC=C(C=C1)N1C(NC(CC1)=O)=O)C=1C=NN(C1CC1CC1)C